C1=C(C=CC=2C3=CC=CC=C3C3=CC=CC=C3C12)C=1C=C(C=CC1)C1=CC=CC2=C1SC1=C2C=CC=C1 4-[3-(triphenylen-2-yl)phenyl]dibenzothiophene